4-(1,3-dioxoisoindolin-2-yl)butyraldehyde O=C1N(C(C2=CC=CC=C12)=O)CCCC=O